2-(4-(4-methoxyphenoxy)phenyl)-7-(1-propynylpiperidin-4-yl)-1H-imidazo[1,2-b]Pyrazole-3-carboxamide COC1=CC=C(OC2=CC=C(C=C2)C=2NC=3N(N=CC3C3CCN(CC3)C#CC)C2C(=O)N)C=C1